OC(C)(C)C1=CC(=NC(=N1)N1C=NC=C1)C(=O)NC=1C=NC(=CC1)C(F)(F)F 6-(2-hydroxypropan-2-yl)-2-(1H-imidazol-1-yl)-N-(6-(trifluoromethyl)pyridin-3-yl)pyrimidine-4-carboxamide